2,2,5,5-tetramethyl-1,3-dioxolane-4-one CC1(OC(C(O1)=O)(C)C)C